CC1=C(C=CC=C1)\C=C\S(=O)(=O)C1=CC=CC=C1 (E)-1-methyl-2-(2-(phenylsulfonyl)vinyl)benzene